BrCCCN1C=C(C2=CC=CC=C12)C=O N-3-bromopropylindole-3-formaldehyde